2,3,3a,4,6,6a-hexahydro-1H-spiro[cyclopenta[c]pyrrole-5,3'-pyrrolo[2,3-b]pyridine]-2'(1'H)-one N1C(C2(C=3C1=NC=CC3)CC3C(CNC3)C2)=O